6-methoxy-N-(5-methyl-1H-pyrazol-3-yl)-2-(4-methylpiperazin-1-yl)-7-(3-(pyrrolidin-1-yl)propoxy)quinazolin-4-amine COC=1C=C2C(=NC(=NC2=CC1OCCCN1CCCC1)N1CCN(CC1)C)NC1=NNC(=C1)C